COC1=NC=NC2=CC=C(C=C12)C=1C=CN2N=C(N=CC21)N[C@@H]2C[C@H](C2)N2CCN(CC2)C 5-(4-methoxyquinazolin-6-yl)-N-(trans-3-(4-methylpiperazin-1-yl)cyclobutyl)pyrrolo[2,1-f][1,2,4]triazin-2-amine